(2-sulfophenyl)ethylene S(=O)(=O)(O)C1=C(C=CC=C1)C=C